C(C1=CC=CC=C1)(=O)O.N[C@H]1CN(CCC1)C1=CC(N(C(N1CC1=C(C#N)C=CC=C1)=O)C)=O 2-({6-[(3R)-3-aminopiperidin-1-yl]-3-methyl-2,4-dioxo-3,4-dihydropyrimidin-1(2H)-yl}methyl)-benzonitrile monobenzoate